FC(C=1C=C(C=CC1)S)(F)F 3-(trifluoromethyl)benzenethiol